acryloyloxy nonyl phosphate P(=O)(OOC(C=C)=O)(OCCCCCCCCC)[O-]